BrC1=CC=C(C=C1)C(C)(C#C)C=1N=C(SC1)NC(=O)N1CC(C1)C1=CC=C(C=C1)N1CCNCC1 N-(4-(2-(4-bromophenyl)-but-3-yn-2-yl)thiazol-2-yl)-3-(4-(piperazin-1-yl)-phenyl)azetidine-1-carboxamide